C(C)N[C@@H](CC(N)=O)C(=O)O ethylasparagine